OC1(CC2CC[C@H]3[C@@H]4CC[C@H](C(C)=O)[C@]4(CC[C@@H]3[C@]2(CC1)C)C)C 3-hydroxy-3-methyl-pregnan-20-one